ClC=1C(=C(C2=C(N(CC(O2)(C)C)C)C1)C(=O)O)OC 6-Chloro-7-methoxy-2,2,4-trimethyl-3,4-dihydro-2H-1,4-benzoxazine-8-carboxylic acid